6,6-Dimethyl-8-(2-piperidin-1-yl-ethoxy)-6H-benzo[b]naphtho[2,3-d]furan-11-one CC1(C2=CC(=CC=C2C(C=2C3=C(OC21)C=CC=C3)=O)OCCN3CCCCC3)C